4-(benzyloxy)-N-(hydroxymethyl)benzamide C(C1=CC=CC=C1)OC1=CC=C(C(=O)NCO)C=C1